CN(C=1C=C(CNC2CC3=C(N(N=C3CC2)C2=NC=CC=C2)O)C=CC1)C 5-[(3-Dimethylaminobenzyl)amino]-2-(pyridin-2-yl)-4,5,6,7-tetrahydro-2H-indazol-3-ol